C1(CC1)C1=NC=CC=C1C(S(=O)(=O)[O-])O.[Na+] sodium (2-cyclopropylpyridin-3-yl)(hydroxy)methanesulfonate